C(=O)[O-].C(C)N1C=[N+](C=C1)C 1-ethyl-3-methylimidazolium formate